C1(CC1)COC=1C(=NC(=CC1)S(=O)(=O)CC)C1=CN(C(C2=CC=CC=C12)=O)C 4-[3-(cyclopropylmethoxy)-6-ethylsulfonylpyridin-2-yl]-2-methylisoquinolin-1-one